O=C1C=CCC12CCN(CC2)C(=O)OC(C)(C)C tert-butyl 1-oxo-8-azaspiro[4.5]dec-2-ene-8-carboxylate